NC1=C(C=C(C=C1)Br)N 1,2-diamino-4-bromobenzene